3-(1-cyanocyclopropyl)-N-(3-(7-((4-methoxybenzyl)(methyl)amino)-1,6-naphthyridin-3-yl)-4-methylphenyl)benzamide C(#N)C1(CC1)C=1C=C(C(=O)NC2=CC(=C(C=C2)C)C=2C=NC3=CC(=NC=C3C2)N(C)CC2=CC=C(C=C2)OC)C=CC1